C(C)(C)(C)C=1C=C(CN2CN(CN(C2)CC2=CC(=C(C(=C2)C(C)(C)C)O)C(C)(C)C)CC2=CC(=C(C(=C2)C(C)(C)C)O)C(C)(C)C)C=C(C1O)C(C)(C)C 1,3,5-tris(3,5-di-tert-butyl-4-hydroxybenzyl)s-triazine